CC1=C(N=C(S1)C12CC(C1)(C2)NC(OC(C)(C)C)=O)C(F)(F)F tert-butyl (3-(5-methyl-4-(trifluoromethyl)thiazol-2-yl)bicyclo[1.1.1]pentan-1-yl)carbamate